C(#C)C=1C(=CC=C2C=C(C=C(C12)C1=C(C=2N=C(N=C(C2C=N1)N1C[C@@](CCC1)(O)C)OC[C@]12CCCN2[C@H](CC1)CO)F)O)F (R)-1-(7-(8-ethynyl-7-fluoro-3-hydroxynaphthalen-1-yl)-8-fluoro-2-(((3R,7aS)-3-(hydroxymethyl)hexahydro-1H-pyrrolizin-7a-yl)methoxy)pyrido[4,3-d]pyrimidin-4-yl)-3-methylpiperidin-3-ol